4-(4-nitrophenyl-azo)aniline [N+](=O)([O-])C1=CC=C(C=C1)N=NC1=CC=C(N)C=C1